FC(C1=NC(=NC=C1)N1CCN(CC1)C(=O)C1=CN(C=C1)CCC)(F)F 1-(3-(4-(4-(trifluoromethyl)pyrimidin-2-yl)piperazine-1-carbonyl)-1H-pyrrol-1-yl)propane